2-methyl 1-(4-nitrobenzyl) (R)-aziridine-1,2-dicarboxylate [N@@]1(C(C1)C(=O)OC)C(=O)OCC1=CC=C(C=C1)[N+](=O)[O-]